N-(3-{2-cyano-1-[4-(7H-pyrrolo[2,3-d]pyrimidin-4-yl)-1H-pyrazol-1-yl]-ethyl}phenyl)-2-phenylacetamide trifluoroacetate FC(C(=O)O)(F)F.C(#N)CC(N1N=CC(=C1)C=1C2=C(N=CN1)NC=C2)C=2C=C(C=CC2)NC(CC2=CC=CC=C2)=O